2-((N-benzyloxycarbonylpiperidin-4-yl)amino)-benzoic acid C(C1=CC=CC=C1)OC(=O)N1CCC(CC1)NC1=C(C(=O)O)C=CC=C1